2-(2,4-difluorophenyl)acetic acid FC1=C(C=CC(=C1)F)CC(=O)O